FC1=C(C=2C=NC(=NC2C=C1C1=C(C2=C(OCCN2)N=C1)C)NC1=C(C=C(C=C1)C)OC)N 6-fluoro-N~2~-(2-methoxy-4-methylphenyl)-7-(8-methyl-2,3-dihydro-1H-pyrido[2,3-b][1,4]oxazin-7-yl)quinazoline-2,5-diamine